IC1=NN(C2=NC(=CN=C21)N2C(CC(CC2)NC(OC(C)(C)C)=O)C)C2OCCCC2 tert-butyl (1-(3-iodo-1-(tetrahydro-2H-pyran-2-yl)-1H-pyrazolo[3,4-b]pyrazin-6-yl)-2-methylpiperidin-4-yl)carbamate